2-((3R,5s)-1-benzyl-4,4-difluoro-5-methylpiperidin-3-yl)ethanol C(C1=CC=CC=C1)N1C[C@H](C([C@H](C1)C)(F)F)CCO